C1CCC2=CC(=CC=C12)C=1C(=NC(=NC1CC)N)N 5-(2,3-dihydro-1H-inden-5-yl)-6-ethylpyrimidine-2,4-diamine